1,2,3,4-tetrahydroquinoline-6-carbaldehyde N1CCCC2=CC(=CC=C12)C=O